COC=1C=C2C(CNCC2=CC1N)(C)C 6-methoxy-4,4-dimethyl-1,2,3,4-tetrahydroisoquinolin-7-amine